2-(1-hydroxyundecyl)-1-(4-nitrophenylamino)-6-phenyl-6,7a-dihydro-1H-pyrrolo[3,4-b]pyridine-5,7(2H,4aH)-dione OC(CCCCCCCCCC)C1C=CC2C(N1NC1=CC=C(C=C1)[N+](=O)[O-])C(N(C2=O)C2=CC=CC=C2)=O